2-[[6-methoxy-7-(3-methoxypropoxy)-3-oxazol-2-yl-4-quinolyl]amino]benzoic acid COC=1C=C2C(=C(C=NC2=CC1OCCCOC)C=1OC=CN1)NC1=C(C(=O)O)C=CC=C1